NC=1C(=C(C=C2C=C(N=CC12)NC1=NN2CC(N(CCC2=C1)C)=O)C=1C=NC=C(C1C)N)F 2-((8-amino-6-(5-amino-4-methylpyridin-3-yl)-7-fluoroisoquinolin-3-yl)amino)-6-methyl-5,6-dihydro-4H-pyrazolo[1,5-d][1,4]diazepin-7(8H)-one